C(C)(C)(C)OC(=O)N1CCC(CC1)CI ((1-(t-butoxycarbonyl)piperidin-4-yl)methyl) iodide